CC=1CCCC(C1)C=1C(=C(C(=CC1O)CCCCC)C1=NN=NN1)O 5'-methyl-4-pentyl-3-(1H-tetrazol-5-yl)-1',2',3',4'-tetrahydro-[1,1'-biphenyl]-2,6-diol